5-[3-[1-(3-chlorophenyl)ethoxy]-1-methyl-pyrazolo[3,4-c]pyridazin-5-yl]-1H-pyrimidine-2,4-dione ClC=1C=C(C=CC1)C(C)OC1=NN(C2=NN=C(C=C21)C=2C(NC(NC2)=O)=O)C